ClC1=C(C=CC=C1)C1=CC=2N(C(N(C(C2S1)=O)C=1C=NC=C(C1)C1CC1)=O)CCC(=O)NC 3-(6-(2-chlorophenyl)-3-(5-cyclopropylpyridin-3-yl)-2,4-dioxo-3,4-dihydrothieno[3,2-d]pyrimidin-1(2H)-yl)-N-methylpropanamide